C(#N)C1=CC=C(C=C1)NC(C1=C(C=CC=C1)S(N(C1=CC=CC=C1)C)(=O)=O)=O N-(4-cyanophenyl)-2-(N-methyl-N-phenylsulfamoyl)benzamide